4-(3-methylsulfonylphenyl)-1-propylpyridin-1-ium hydroxide [OH-].CS(=O)(=O)C=1C=C(C=CC1)C1=CC=[N+](C=C1)CCC